[Na+].ClC=1C(=C(C(=C(C1C(=O)[O-])C(=O)[O-])Cl)Cl)Cl.[Na+] tetrachlorophthalic acid sodium salt